FC=1C=C(C=CC1F)[C@H]1[C@@H](CN(C1)C=1C=NNC1)NC(=O)NC1=C(C(=NN1C1=CC=CC=C1)CCCOC)C 1-((3s,4r)-4-(3,4-difluorophenyl)-1-(1H-pyrazol-4-yl)pyrrolidin-3-yl)-3-(3-(3-methoxypropyl)-4-methyl-1-phenyl-1H-pyrazol-5-yl)urea